SCCCOCC(CO)(COCCCS)COCCCS 3-(3-mercaptopropoxy)-2,2-bis(3-mercapto-propoxymethyl)-propan-1-ol